disodium Fmoc-cysteinate C(=O)(OCC1C2=CC=CC=C2C2=CC=CC=C12)N[C@@H](CS)C(=O)[O-].[Na+].[Na+].C(=O)(OCC1C2=CC=CC=C2C2=CC=CC=C12)N[C@@H](CS)C(=O)[O-]